BrC1=CC=C(OCC2COCC(O2)C(C)O)C=C1 1-(6-((4-bromophenoxy)methyl)-1,4-dioxan-2-yl)ethanol